2-dodecylhexadecyl glycidyl ether C(C1CO1)OCC(CCCCCCCCCCCCCC)CCCCCCCCCCCC